C/C(=N\[Si](C)(C)C)/O[Si](C)(C)C o-bis(trimethylsilyl)acetamide